CC1=CC=C(C=C1)S(=O)(=O)OCCC1(COC1)CCOS(=O)(=O)C1=CC=C(C=C1)C oxetan-3,3-diylbis(ethane-2,1-diyl) bis(4-methylbenzenesulfonate)